(trans-1-benzyl-2,6-dimethylpiperidin-4-ylidene)hydrazine-1-carboxylic acid tert-butyl ester C(C)(C)(C)OC(=O)NN=C1C[C@@H](N([C@H](C1)C)CC1=CC=CC=C1)C